lead-zinc ammonia chlorine [Cl].N.[Zn].[Pb]